NC1=CC=C(C=N1)CC1CCN(CC1)C(=O)OC(C)(C)C tert-butyl 4-[(6-amino-3-pyridyl)methyl]piperidine-1-carboxylate